cycloheptane-6,7-diyldiacetate C1CCCCC(C1CC(=O)[O-])CC(=O)[O-]